N1(C=NC=C1)C=1N=CC(=NC1)B(O)O 5-(IMIDAZOL-1-YL)PYRAZINE-2-BORONIC ACID